FC=1C=C(C=CC1OC1=CC=NC2=CC(=C(C=C12)OC)C(NC)=O)NC(=O)C1=C2C(=CN(C1=O)C1=CC=C(C=C1)F)CCO2 N-(3-fluoro-4-((6-methoxy-7-(methylcarbamoyl)quinolin-4-yl)oxy)phenyl)-5-(4-fluorophenyl)-6-Oxo-2,3,5,6-tetrahydrofuro[3,2-c]pyridine-7-carboxamide